tin-cobalt oxide [Co]=O.[Sn]